2-(1-(4-amino-3-(3-hydroxyphenyl)-1H-pyrazolo[3,4-d]pyrimidin-1-yl)ethyl)-3-cyclobutylquinazolin-4(3H)-one NC1=C2C(=NC=N1)N(N=C2C2=CC(=CC=C2)O)C(C)C2=NC1=CC=CC=C1C(N2C2CCC2)=O